ClC1=CC=C2C(=CC=NC2=C1)NCCN(CC)CC N'-(7-Chloroquinolin-4-yl)-N,N-diethylethane-1,2-diamine